11-phenoxyundecyltrichlorosilane O(C1=CC=CC=C1)CCCCCCCCCCC[Si](Cl)(Cl)Cl